C1(=CC(=CC=C1)C1=NC(=NC=C1Cl)NC=1C=C(C=CC1)NC(C1=CC=CC=C1)=O)C1=CC=CC=C1 N-(3-((4-([1,1'-biphenyl]-3-yl)-5-chloropyrimidin-2-yl)amino)phenyl)benzamide